N-(azetidin-3-yl)-3-hydroxybutyramide N1CC(C1)NC(CC(C)O)=O